(R)-3-(4,4-difluoroazepan-1-yl)-6-(4-methoxyphenyl)-5-methyl-N-(3-(S-methylsulfonimidoyl)phenyl)pyridazine-4-carboxamide FC1(CCN(CCC1)C=1N=NC(=C(C1C(=O)NC1=CC(=CC=C1)[S@@](=O)(=N)C)C)C1=CC=C(C=C1)OC)F